3,5,5-trimethyl-4-(4-methylpent-3-enyl)cyclohex-2-en-1-one CC1=CC(CC(C1CCC=C(C)C)(C)C)=O